CC1C(=NOC1CC1=CC=CC=C1)[C@@H](COC)NC(=O)C1=NC=CC2=CC=CC=C12 Methyl-5-benzyl-3-((S)-1-(isoquinoline-1-carboxamido)-2-methoxyethyl)-4,5-dihydroisoxazole